CC1=CC=2N(C3=CC(=CC=C3C2C=C1)C)C1=C(C(=C(C(=C1N1C2=CC(=CC=C2C=2C=CC(=CC12)C)C)C1=CC(=NC(=C1)C)C)N1C2=CC(=CC=C2C=2C=CC(=CC12)C)C)N1C2=CC(=CC=C2C=2C=CC(=CC12)C)C)C=1OC2=C(N1)C=CC=C2 2-(2,3,5,6-tetrakis(2,7-dimethyl-9H-carbazol-9-yl)-4-(2,6-dimethylpyridin-4-yl)phenyl)benzo[d]oxazole